(R)-N-(2-(3-((5-chloropyrimidin-2-yl)amino)pyrrolidine-1-carbonyl)thiazol-4-yl)acrylamide ClC=1C=NC(=NC1)N[C@H]1CN(CC1)C(=O)C=1SC=C(N1)NC(C=C)=O